6-amino-3,3-dimethyl-indan-1-one NC1=CC=C2C(CC(C2=C1)=O)(C)C